(1-phenyl-4-(3-(phenylamino)propyl)-1H-imidazol-2-yl)-3-(1H-pyrazol-4-yl)benzamide C1(=CC=CC=C1)N1C(=NC(=C1)CCCNC1=CC=CC=C1)C1=C(C(=O)N)C=CC=C1C=1C=NNC1